OCCSCC1CN(C1)C(=O)OCCCC butyl 3-((2-hydroxyethylthio)methyl)azetidine-1-carboxylate